hexaazacycloheptacosane-7-carboxylic acid N1NNNNNC(CCCCCCCCCCCCCCCCCCCC1)C(=O)O